2-(8-chloro-4-oxothiochroman-3-yl)-2-oxoacetate ClC=1C=CC=C2C(C(CSC12)C(C(=O)[O-])=O)=O